CN1C(NC2=C1C(=CC=C2)N2CCC(CC2)COC2CCNCC2)=O 3-methyl-2-oxo-4-[4-(4-piperidinyloxymethyl)-1-piperidinyl]Benzimidazole